Tert-butyl (2-(6-chloro-2,2-difluorobenzo[d][1,3]dioxol-5-yl)ethyl)carbamate ClC=1C(=CC2=C(OC(O2)(F)F)C1)CCNC(OC(C)(C)C)=O